2-amino-5-(sec-butyl)thiazole-4-carboxylate NC=1SC(=C(N1)C(=O)[O-])C(C)CC